OCCC(CCCCCCCCCC(=O)OC\C=C/CCCCC)CCCCCCCCC (Z)-oct-2-en-1-yl 11-(2-hydroxy ethyl)icosanoate